Ethylaluminum stearate C(CCCCCCCCCCCCCCCCC)(=O)[O-].C(C)[Al+2].C(CCCCCCCCCCCCCCCCC)(=O)[O-]